N-(benzo[d]thiazol-6-ylmethyl)-1-(3-fluoropyridin-2-yl)ethan-1-amine S1C=NC2=C1C=C(C=C2)CNC(C)C2=NC=CC=C2F